C(CCCCCCCCC)(=O)[O-].[Fe+3].C(CCCCCCCCC)(=O)[O-].C(CCCCCCCCC)(=O)[O-] ferric n-decanoate